OCCNC(C1=CC=C(C=C1)C1=NC(=NC=C1C)NC=1C=NN(C1)C)=O N-(2-hydroxyethyl)-4-(5-methyl-2-((1-methyl-1H-pyrazol-4-yl)amino)pyrimidin-4-yl)benzamide